C(N1N=NC2=C1C=CC=C2)N2N=NC1=C2C=CC=C1 methylenebis(1H-benzotriazole)